diphenyl-2,2'-dimethyl-(1,1'-biphenyl)-4,4'-diamine C1(=CC=CC=C1)C=1C(=C(C(=C(C1)C1=C(C=C(C=C1)N)C)C)C1=CC=CC=C1)N